[Cl-].[Cl-].C1(=CC=CC2=CC=CC=C12)C(=[Zr+2](C1=CC=CC2=C3C(=C4C=5C=CC=CC5CC4=C21)C=CC=C3)C3C=CC=C3)C3=CC(=CC=C3)C(F)(F)F naphthyl(m-trifluoromethyl-phenyl)methylene(cyclopentadienyl)(dibenzofluorenyl)zirconium dichloride